FC=1C=C(C=CC1NC1=NC=C(C=N1)C1CC(C1)COC=1N=NC=CC1C(C)C)S(=O)(=O)N 3-fluoro-4-((5-((1s,3s)-3-(((4-isopropylpyridazin-3-yl)oxy)methyl)cyclobutyl)pyrimidin-2-yl)amino)benzenesulfonamide